7-[4-fluoro-2-[(3S)-tetrahydrofuran-3-yl]oxy-anilino]-N-(4-piperidylmethyl)thiazolo[5,4-d]pyrimidine-2-carboxamide FC1=CC(=C(NC=2C3=C(N=CN2)SC(=N3)C(=O)NCC3CCNCC3)C=C1)O[C@@H]1COCC1